ClC=1C(=C(C=CC1)NC1CCN(CC1)C)[N+](=O)[O-] N-(3-chloro-2-nitrophenyl)-1-methylpiperidin-4-amine